N-(3-(3-fluorophenyl)pyridin-4-yl)pyrazolo[1,5-a]pyrimidine-3-carboxamide FC=1C=C(C=CC1)C=1C=NC=CC1NC(=O)C=1C=NN2C1N=CC=C2